N1C=NC(=C1)[C@@H]1CN(C[C@@H](N1)C)C1=NC(=NC=C1)C1=CN=C2N1C=C(N=C2)C(F)(F)F Cis-3-(4-(3-(1H-Imidazol-4-yl)-5-methylpiperazin-1-yl)pyrimidin-2-yl)-6-(trifluoromethyl)imidazo[1,2-a]pyrazine